C\C(=C/CC=1C(=C(C(=O)O)C(=CC1O)CCCCCCCCC)O)\CCC=C(C)C 3-[(2E)-3,7-dimethylocta-2,6-dien-1-yl]-2,4-dihydroxy-6-nonanyl-benzoic acid